ClC1=CC=C(C(=N1)C#N)O[C@H](C)C=1C=C(C=C2C(C(=C(OC12)C=1C=C2C(=NC1)OCO2)C)=O)C 6-Chloro-3-[(1R)-1-[2-([1,3]dioxolo[4,5-b]pyridin-6-yl)-3,6-dimethyl-4-oxo-chromen-8-yl]ethoxy]pyridine-2-carbonitrile